[Br-].BrCC(C[N+](CCCCCCCCCCCC)(C)CC)O 3-bromo-2-hydroxypropylethylmethyllaurylammonium bromide